(1R,3S)-3-{3-[(pyridin-2-ylacetyl)amino]-1H-pyrazol-5-yl}cyclopentyl propan-2-ylcarbamate CC(C)NC(O[C@H]1C[C@H](CC1)C1=CC(=NN1)NC(CC1=NC=CC=C1)=O)=O